2-[1-(3-bromophenyl)pyrazol-4-yl]propanoic acid BrC=1C=C(C=CC1)N1N=CC(=C1)C(C(=O)O)C